2,2-difluoro-N,6-diphenylhexanamide FC(C(=O)NC1=CC=CC=C1)(CCCCC1=CC=CC=C1)F